tert-butyl (1-formyl-2-oxabicyclo[2.1.1]hexan-4-yl)carbamate C(=O)C12OCC(C1)(C2)NC(OC(C)(C)C)=O